1,2,3,4-tetrafluoro-5-isopropylbenzene FC1=C(C(=C(C(=C1)C(C)C)F)F)F